7-((6-((Dimethylamino)methyl)-5-(4-methyltetrahydro-2H-pyran-4-yl)pyridin-2-yl)amino)-4-(7-fluoroimidazo[1,2-a]pyridin-3-yl)isoindolin-1-one sodium naphthaleneformate C1(=CC=CC2=CC=CC=C12)C(=O)[O-].[Na+].CN(C)CC1=C(C=CC(=N1)NC=1C=CC(=C2CNC(C12)=O)C1=CN=C2N1C=CC(=C2)F)C2(CCOCC2)C